C(C)(C)(C)C1N(CC[C@H]([C@H]1F)OCCO[Si](C)(C)C(C)(C)C)C(=O)O.[C@@H]1([C@@H](O)[C@H](O)[C@H](O1)CO)N1C(=O)NC(=O)C=C1 1-β-D-arabinofuranosyl-uracil tert-butyl-(3S,4R)-4-{2-[(tert-butyldimethylsilyl)oxy]ethoxy}-3-fluoropiperidine-1-carboxylate